NCCC[SiH2]OC(OCC)OCC 3-aminopropyl(diethoxymethoxysilane)